3-(4-((2-(1H-indol-3-yl)ethyl)amino)-7,8-dihydro-6H-pyrimido(5,4-b)[1,4]oxazin-2-yl)-5-chloropyridin-2(1H)-one N1C=C(C2=CC=CC=C12)CCNC1=NC(=NC2=C1OCCN2)C=2C(NC=C(C2)Cl)=O